O=C1NC(CCC1C1=NN(C2=CC(=CC=C12)N1C[C@H](N(CC1)CC1CCN(CC1)C(=O)OC(C)(C)C)CO)C)=O tert-butyl 4-(((2S)-4-(3-(2,6-dioxopiperidin-3-yl)-1-methyl-1H-indazol-6-yl)-2-(hydroxymethyl)piperazin-1-yl)methyl)piperidine-1-carboxylate